FC1(CCN(CC1)C1CCC(CC1)N1C(NC2=C1C=C(C(=C2)C=2C(=C(C=1N(C2)N=CN1)OC)C)C(C)C)=O)F 1-(4-(4,4-difluoropiperidin-1-yl)cyclohexyl)-6-isopropyl-5-(8-methoxy-7-methyl-[1,2,4]triazolo[1,5-a]pyridin-6-yl)-1,3-dihydro-2H-benzo[d]imidazol-2-one